[C@H]12N(C[C@H](CC1)C2)CC(=O)NC=2C=C(C(=NC2)C)NC(=O)C=2C=NN1C2C=NC(=C1)C=1C=NN(C1COC)C N-(5-(2-((1S,4R)-2-azabicyclo[2.2.1]heptan-2-yl)acetamido)-2-methylpyridin-3-yl)-6-(5-(methoxymethyl)-1-methyl-1H-pyrazol-4-yl)pyrazolo[1,5-a]pyrazine-3-carboxamide